C(#N)C1=C(C(=NC(=C1)CC1=C(C(=CC=C1Cl)C)Cl)C(CCC(=O)O)=O)O 4-[4-Cyano-6-(2,6-dichloro-3-methyl-benzyl)-3-hydroxy-pyridin-2-yl]-4-oxo-butyric acid